2-(2-chlorophenyl)-N-(4-[1-(difluoromethyl)-1H-pyrazol-4-yl]-3-{[(dimethylamino)methylidene]sulfamoyl}phenyl)acetamide ClC1=C(C=CC=C1)CC(=O)NC1=CC(=C(C=C1)C=1C=NN(C1)C(F)F)S(N=CN(C)C)(=O)=O